C1N(CC12COCC2)C(=O)C2=NN1C([C@@H](N=C(C3=C1C=CC(=C3Cl)C(F)(F)F)C3=NC=CC=C3F)C)=N2 |r| 6-oxa-2-azaspiro[3.4]octan-2-yl-[rac-(4S)-7-chloro-6-(3-fluoro-2-pyridyl)-4-methyl-8-(trifluoromethyl)-4H-[1,2,4]triazolo[1,5-a][1,4]benzodiazepin-2-yl]methanone